1,1,2,2-tetrakis(3,5-dichloro-4-hydroxyphenyl)ethane ClC=1C=C(C=C(C1O)Cl)C(C(C1=CC(=C(C(=C1)Cl)O)Cl)C1=CC(=C(C(=C1)Cl)O)Cl)C1=CC(=C(C(=C1)Cl)O)Cl